Methyl 5-chloro-1-((2-cyclopropylpyrimidin-5-yl) methyl)-1H-indazole-7-carboxylate ClC=1C=C2C=NN(C2=C(C1)C(=O)OC)CC=1C=NC(=NC1)C1CC1